NOCCC1=C(C=C(C(=C1)C)Cl)Cl 1-[2-(aminooxy)ethyl]-2,4-dichloro-5-methylbenzene